(1R,4R,5R,6S)-8-benzyl-4-methyl-6-(phenylsulfonyl)-8-azabicyclo[3.2.1]octan-2-one C(C1=CC=CC=C1)N1[C@H]2C(C[C@H]([C@@H]1[C@H](C2)S(=O)(=O)C2=CC=CC=C2)C)=O